ethyl 5-(N-(4-chloro-2-((2-chloro-N-neopentyl benzamido) methyl) phenyl)-N-ethylsulfamoyl)-3-methylbenzofuran-2-carboxylate ClC1=CC(=C(C=C1)N(S(=O)(=O)C=1C=CC2=C(C(=C(O2)C(=O)OCC)C)C1)CC)CN(C(C1=C(C=CC=C1)Cl)=O)CC(C)(C)C